(tetrahydro-2H-pyran-2-yl)oxycaproamide O1C(CCCC1)OC(C(=O)N)CCCC